FC=1C=C(C=C(C1)OCC(C)C)C1=CC=C(C(=N1)N1C[C@@H](CCC1)C1=CC=CC=C1)C(=O)NS(=O)(=O)C=1C(NC=CC1)=O 6-(3-Fluoro-5-isobutoxyphenyl)-N-[(2-oxo-1H-pyridin-3-yl)sulfonyl]-2-[(3S)-3-phenyl-1-piperidyl]pyridin-3-carboxamid